(1R,4R)-4-(3-Chloroanilino)-2'-{(2R)-3-[(4-methoxyphenyl)methoxy]-2-methylpropyl}-5',6'-dimethylspiro[cyclohexane-1,1'-indene]-4-carboxylic acid methyl ester COC(=O)C1(CCC2(C(=CC3=CC(=C(C=C23)C)C)C[C@H](COCC2=CC=C(C=C2)OC)C)CC1)NC1=CC(=CC=C1)Cl